Isopropyl (1S,3S)-3-((6-(4-(hydroxymethyl)-3-methylisoxazol-5-yl)-2-methyl-pyridin-3-yl) Oxy)cyclohexane-1-carboxylate OCC=1C(=NOC1C1=CC=C(C(=N1)C)O[C@@H]1C[C@H](CCC1)C(=O)OC(C)C)C